COC(=O)C12CCCC(C1)(C2)C(F)(F)F 5-(Trifluoromethyl)bicyclo[3.1.1]heptane-1-carboxylic acid methyl ester